C(#C)C=1N=C(C=2N(C1C)C(=CN2)F)N2[C@H](CC2)C(F)(F)F 6-ethynyl-3-fluoro-5-methyl-8-[(2R)-2-(trifluoromethyl)azetidin-1-yl]imidazo[1,2-a]pyrazine